ClC1=C2CC(CC2=CC=C1OCCNC(OC(C)(C)C)=O)C=O tert-Butyl N-[2-[(4-chloro-2-formyl-2,3-dihydro-1H-inden-5-yl)oxy]ethyl]carbamate